2-((6-(pyridin-2-yl)pyridazin-3-yl)methyl)oxazole-4-carboxylic acid N1=C(C=CC=C1)C1=CC=C(N=N1)CC=1OC=C(N1)C(=O)O